6-[5-[2-[[4-fluoro-1-(1H-pyrazol-4-yl)-6,7-dihydro-5H-cyclopenta[c]pyridin-6-yl]methylamino]ethyl]-2-oxo-1,3-oxazolidin-3-yl]-4H-pyrazino[2,3-b][1,4]oxazin-3-one FC=1C2=C(C(=NC1)C=1C=NNC1)CC(C2)CNCCC2CN(C(O2)=O)C2=NC1=C(OCC(N1)=O)N=C2